6-((2S,5R)-5-ethyl-2-methyl-4-((S)-2-methyl-1-(4-(trifluoromethyl)phenyl)propyl)piperazin-1-yl)-3,8-dimethyl-9-(((S)-tetrahydrofuran-2-yl)methyl)-3,9-dihydro-2H-purin-2-one C(C)[C@H]1N(C[C@@H](N(C1)C=1C=2N=C(N(C2N(C(N1)=O)C)C[C@H]1OCCC1)C)C)[C@@H](C(C)C)C1=CC=C(C=C1)C(F)(F)F